hydroxy-3-isopropyl-8-nitro-4H-pyrido[1,2-a]pyrimidin-4-one OC=1N=C2N(C(C1C(C)C)=O)C=CC(=C2)[N+](=O)[O-]